2-[3-(pyridine-4-yl)-1H-pyrazol-4-yl]-1,3-benzoxazole N1=CC=C(C=C1)C1=NNC=C1C=1OC2=C(N1)C=CC=C2